2-bromo-4-fluoro-2-methyl-phenol BrC1(C(C=CC(=C1)F)O)C